8-methyl-1H-quinolin-4-one CC=1C=CC=C2C(C=CNC12)=O